[Si](C)(C)(C(C)(C)C)OCN1C(C(=NC2=C(C=CC(=C12)F)C#CC1=CC=CC=C1)C)=O ((tert-butyldimethylsilyloxy)methyl)-8-fluoro-3-methyl-5-(2-phenylethynyl)-1,2-dihydroquinoxalin-2-one